FC1=CC=2C(C3=CC=CC=C3C2C(=C1)C=1C=NN(C1)C(C(=O)NNC1=CC=C(C=C1)F)(C)C)(C(F)(F)F)O 2-(4-(2-fluoro-9-hydroxy-9-(trifluoromethyl)-9H-fluoren-4-yl)-1H-pyrazol-1-yl)-N'-(4-fluorophenyl)-2-methylpropanehydrazide